COC1=C(C=CC(=C1)[N+](=O)[O-])NC(C1=CN=CC=C1)=O N-(2-methoxy-4-nitrophenyl)nicotinamide